5-chloro-N-(5-chloro-6-(2H-1,2,3-triazol-2-yl)pyridin-3-yl)-2,4'-difluoro-2'-(methylthio)-[1,1'-biphenyl]-4-carboxamide ClC=1C(=CC(=C(C1)C1=C(C=C(C=C1)F)SC)F)C(=O)NC=1C=NC(=C(C1)Cl)N1N=CC=N1